FC(C1=C(C=CC(=C1)C(F)(F)F)CC(=O)N(CC=1OC(=NN1)C1=CN=CN1C)C1=CC=C(C=C1)F)(F)F 2-(2,4-bis(trifluoromethyl)phenyl)-N-(4-fluorophenyl)-N-((5-(1-methyl-1H-imidazol-5-yl)-1,3,4-oxadiazol-2-yl)methyl)acetamide